FC(C1(CC1)C(=O)O)F 1-(difluoromethyl)cyclopropane-1-carboxylic acid